FC=1C(=NC(=NC1)NC1=CC(=C(C=C1)N1CCN(CC1)C)OC)C=1C=NN(C1)C(C)C 5-fluoro-N-(3-methoxy-4-(4-methylpiperazin-1-yl)phenyl)-4-(1-isopropyl-1H-pyrazol-4-yl)pyrimidin-2-amine